2-(3-ethylsulfanyl-2-pyridyl)-3-methyl-5-(2,2,3,3,3-pentafluoropropoxy)pyrimidin-4-one C(C)SC=1C(=NC=CC1)C1=NC=C(C(N1C)=O)OCC(C(F)(F)F)(F)F